C(C)(C)(C)C1=CC=C(C=C1)S(=O)(=O)O.CN1C=CC2=CC(=CC=C12)NC(=O)C1=CC=C(CN2C[C@@H](CCC2)C(=O)NCCCNC=2C3=CC=CC=C3N=C3CCCCC23)C=C1 (R)-1-(4-((1-methyl-1H-indol-5-yl)carbamoyl)benzyl)-N-(3-((1,2,3,4-tetrahydroacridin-9-yl)amino)propyl)piperidine-3-carboxamide 4-tert-butylbenzenesulfonate